FC(C(=O)O)(F)F.BrC=1C=CC=2C3=C(N(C2C1)C)CCNC3 7-bromo-5-methyl-2,3,4,5-tetrahydro-1H-pyrido[4,3-b]indole trifluoroacetic acid salt